2-((8-amino-7-fluoro-6-(5-(hydroxymethyl)-6-methyl-4-oxopyrimidin-1(4H)-yl)isoquinolin-3-yl)amino)-5,6-dihydro-4H-pyrazolo[1,5-d][1,4]diazepin-7(8H)-one NC=1C(=C(C=C2C=C(N=CC12)NC1=NN2CC(NCCC2=C1)=O)N1C=NC(C(=C1C)CO)=O)F